CCC1=C(NC(=C1C)CC2C(=C(C(=O)N2)C)C=C)CC3=C(C4=C(N3)/C(=C\\5/[C@H]([C@@H]([C@H]([NH2+]5)C(=O)[O-])C)CCC(=O)[O-])/CC4=O)C The molecule is the linear tetrapyrrole anion that is dinoflagellate luciferin protonated to pH 7.3. It is a conjugate base of a dinoflagellate luciferin. It is a conjugate acid of a dinoflagellate luciferin(2-).